C1(=CC=C(C=C1)NC(NN)=S)C 4-(4-tolyl)-3-thiosemicarbazide